3-(benzyloxy)cyclobutanecarbonyl chloride C(C1=CC=CC=C1)OC1CC(C1)C(=O)Cl